5-[4-amino-3-(2-amino-1,3-benzoxazol-5-yl)pyrazolo[3,4-d]pyrimidin-1-yl]pentanoic acid NC1=C2C(=NC=N1)N(N=C2C=2C=CC1=C(N=C(O1)N)C2)CCCCC(=O)O